Ethyl (5-nitropyridin-2-yl)glycinate [N+](=O)([O-])C=1C=CC(=NC1)NCC(=O)OCC